(S)-2-((4,4-difluoro-1-methylpyrrolidin-2-yl)methoxy)-8-((5-methyl-1H-indazol-4-yl)oxy)-4-(piperazin-1-yl)quinoline-3-carbonitrile FC1(C[C@H](N(C1)C)COC1=NC2=C(C=CC=C2C(=C1C#N)N1CCNCC1)OC1=C2C=NNC2=CC=C1C)F